CC1=C([SiH](C=C1)C(=O)OC1=CC=C(C=C1)OC)C.[Li] lithium (4-methoxyphenyl) dimethylsilolate